COC1=NC=C(C(=N1)OC)C1=CC(=CN=N1)N(CC)CC 6-(2,4-dimethoxypyrimidin-5-yl)-N,N-diethylpyridazin-4-amine